N1(C=CC=C1)C1=CC2=C(NC(=N2)CCNCCC=2OC=C(N2)C(=O)NCC2=NC=CC=C2C(F)(F)F)C=C1 2-(2-((2-(5-(1H-pyrrol-1-yl)-1H-benzo[d]imidazol-2-yl)ethyl)amino)ethyl)-N-((3-(trifluoromethyl)pyridin-2-yl)methyl)oxazole-4-carboxamide